bis(epoxypropyl)benzene C(C1CO1)C1=C(C=CC=C1)CC1CO1